N-[2-hydroxy-5-[1-hydroxy-2-[1-(4-methoxyphenyl)propan-2-ylamino]ethyl]phenyl]-formamide OC1=C(C=C(C=C1)C(CNC(CC1=CC=C(C=C1)OC)C)O)NC=O